N-(4-(difluoromethyl)benzyl)-5-(methylsulfonyl)thiophene-2-carboxamide FC(C1=CC=C(CNC(=O)C=2SC(=CC2)S(=O)(=O)C)C=C1)F